NC=1C=C(C=2N(C1)N=CC2C#N)C=2C=NC(=CC2)N2CC1N(C(C2)C1)CC=1C=NC(=CC1)OC 6-amino-4-(6-(6-((6-methoxypyridin-3-yl)methyl)-3,6-diazabicyclo[3.1.1]heptan-3-yl)Pyridin-3-yl)pyrazolo[1,5-a]pyridine-3-carbonitrile